ON(Cl)Cl N-hydroxyimino chloride